1-(4-(2,2-Dioxido-2-thia-6-azaspiro[3.3]heptan-6-yl)cyclohexyl)-6-isopropyl-5-(8-methoxy-[1,2,4]triazolo[1,5-a]pyridin-6-yl)-1,3-dihydro-2H-benzo[d]imidazol-2-on O=S1(CC2(C1)CN(C2)C2CCC(CC2)N2C(NC1=C2C=C(C(=C1)C=1C=C(C=2N(C1)N=CN2)OC)C(C)C)=O)=O